2,9,12-octadecatrienoic acid C(C=CCCCCCC=CCC=CCCCCC)(=O)O